Cl.Cl.CNS(=O)=O N-methylsulfonamide dihydrochloride